4-(tert-butyl)naphthalen C(C)(C)(C)C1=CC=CC2=CC=CC=C12